(1r,2S,5S)-N-((S)-1-amino-1-oxo-3-((S)-2-oxopyrrolidin-3-yl)propan-2-yl)-3-((S)-2-cyclopropyl-2-isobutyrylaminoacetyl)-6,6-dimethyl-3-azabicyclo[3.1.0]hexane-2-carboxamide NC([C@H](C[C@H]1C(NCC1)=O)NC(=O)[C@@H]1[C@H]2C([C@H]2CN1C([C@@H](NC(C(C)C)=O)C1CC1)=O)(C)C)=O